dichloro-trifluoro-toluene ClC=1C(=C(C(F)(F)F)C=CC1)Cl